ClC=1C=CC2=C(N(CC(O2)C(=O)NC23CC(C2)(C3)NC(COC3=CC(=C(C=C3)Cl)F)=O)C(C(C(F)F)(F)F)=O)C1 6-chloro-N-{3-[2-(4-chloro-3-fluorophenoxy)acetamido]bicyclo[1.1.1]pent-1-yl}-4-(2,2,3,3-tetrafluoropropionyl)-3,4-dihydro-2H-1,4-benzoxazine-2-carboxamide